NC(C(C)(C)N1CCN(CC1)C1=CC2=C(CC(O2)(C)C)C=C1NC(=O)C=1C=NN2C1N=CC=C2)=O N-(6-(4-(1-Amino-2-methyl-1-oxopropan-2-yl)piperazin-1-yl)-2,2-dimethyl-2,3-dihydrobenzofuran-5-yl)pyrazolo[1,5-a]pyrimidine-3-carboxamide